CC=1C=C(C=CC1C(=O)O)C1=CC(=C(C=C1)C(=O)O)C 3,3'-dimethyl-(1,1'-biphenyl)-4,4'-dicarboxylic acid